ICC\C=C/CCCCCCC(OC)OC (3Z)-1-iodo-11,11-dimethoxy-3-undecene